C(CC(O)(C(=O)O)CC(=O)O)(=O)O.C(O)CN MonoEthanolAmine Citrate